C1COC2(C=CCC2)O1 2-cyclopenten-1-one ethylene ketal